N'-benzoyl-3,5-dimethoxy-4-isopropylbenzohydrazide C(C1=CC=CC=C1)(=O)NNC(C1=CC(=C(C(=C1)OC)C(C)C)OC)=O